ClC=1C(=NC=C(C1)C(F)(F)F)NC1=C(C=C(C=C1)C(C(=O)N)=C)C1=NN(C=C1)C (4-((3-chloro-5-(trifluoromethyl)pyridin-2-yl)amino)-3-(1-methyl-1H-pyrazol-3-yl)phenyl)acrylamide